1,6-hexanediol dilaurate C(CCCCCCCCCCC)(=O)OCCCCCCOC(CCCCCCCCCCC)=O